Isopropylnitrat C(C)(C)O[N+](=O)[O-]